FC1(CCN(CC1)C1=NC(=CC(=N1)NC(C1=C(C=C(C=C1)NS(=O)(=O)CCO)N1CC2CCC2(CC1)F)=O)C)F N-(2-(4,4-difluoropiperidin-1-yl)-6-methylpyrimidin-4-yl)-2-(6-fluoro-3-azabicyclo[4.2.0]octan-3-yl)-4-((2-hydroxyethyl)sulfonamido)benzamide